FC1=C(C(=O)C2=NNC3=NC=C(C=C32)C3=CC=C(C=C3)S(=O)(=O)NCC(CO)O)C(=CC=C1NS(=O)(=O)CCC)F 4-(3-(2,6-difluoro-3-(propylsulphonamido)benzoyl)-1H-pyrazolo[3,4-b]pyridin-5-yl)-N-(2,3-dihydroxypropyl)benzenesulfonamide